[F-].[Ca+2].[F-] calcium(II) fluoride